C(C)(C)(C)C1=CC=C(C=C1)C1=CNC(=C1)C1=CC=C(C=C1)OC 3-(4-t-butylphenyl)-5-(4-methoxyphenyl)pyrrole